4-((6-methoxy-2-(methylamino)-7-(3-(pyrrolidin-1-yl)propoxy)quinazolin-4-yl)amino)tetrahydro-2H-thiopyran 1,1-dioxide COC=1C=C2C(=NC(=NC2=CC1OCCCN1CCCC1)NC)NC1CCS(CC1)(=O)=O